C(CCCCCCCCCCCC(=O)[O-])CCCCCCCCCCCO The molecule is an omega-hydroxy fatty acid anion that is the conjugate base of omega-hydroxytetracosanoic acid, obtained by deprotonation of the carboxy group; major species at pH 7.3. It is an omega-hydroxy fatty acid anion and a very long-chain fatty acid anion. It derives from a tetracosanoate. It is a conjugate acid of an omega-hydroxytetracosanoic acid.